OC1=C(C=O)C(=CC=C1)OCC1N(CCSC1)C(C1=C(N=CC=C1)CCO)=O 2-hydroxy-6-((4-(2-(2-hydroxyethyl)nicotinoyl)thiomorpholin-3-yl)methoxy)benzaldehyde